ethyl 2-chloroquinoline-3-carboxylate ClC1=NC2=CC=CC=C2C=C1C(=O)OCC